STANNOUS NEODECANOATE C(CCCCCC(C)(C)C)(=O)[O-].[Sn+2].C(CCCCCC(C)(C)C)(=O)[O-]